methyl (S)-2-((tert-butoxycarbonyl)amino)-4-oxobutanoate C(C)(C)(C)OC(=O)N[C@H](C(=O)OC)CC=O